N-[1-(2,5-dioxo-2,5-dihydro-1H-pyrrol-1-yl)-21-oxo-3,6,9,12,15,18-hexaoxahenicosan-21-yl]-L-valyl-N~5~-carbamoyl-N-[4-(hydroxymethyl)phenyl]-L-ornithinamide O=C1N(C(C=C1)=O)CCOCCOCCOCCOCCOCCOCCC(=O)N[C@@H](C(C)C)C(=O)N[C@@H](CCCNC(N)=O)C(=O)NC1=CC=C(C=C1)CO